(7S,13R)-9-(2,6-difluorophenyl)-3,7,13-trimethyl-16-thia-2,4,5,8-tetraazatetracyclo[8.6.0.02,6.011,15]hexadeca-1(10),3,5,8,11(15)-pentaene FC1=C(C(=CC=C1)F)C1=N[C@H](C2=NN=C(N2C=2SC=3C[C@@H](CC3C12)C)C)C